ClC=1C=C(NC=2C3=C(N=CN2)NC=C3C3CCN(CC3)C(C=C)=O)C=CC1OC1=CC(=CC=C1)C(F)(F)F 1-[4-[4-[3-chloro-4-[3-(trifluoromethyl)phenoxy]anilino]-7H-pyrrolo[2,3-d]pyrimidin-5-yl]-1-piperidyl]prop-2-en-1-one